tert-butyl (E)-(4-(2-(6-(2-(2-(2-aminoethoxy)ethoxy)ethoxy)pyridin-3-yl)vinyl)phenyl)(methyl)carbamate NCCOCCOCCOC1=CC=C(C=N1)/C=C/C1=CC=C(C=C1)N(C(OC(C)(C)C)=O)C